alpha-cyano-beta-methyl-p-methoxycinnamic acid methyl ester COC(C(=C(C1=CC=C(C=C1)OC)C)C#N)=O